BrC=1C=C(C=CC1F)NC(=NO)C1=NON=C1NCCCS(=O)(=O)N1CC(CC1)F N-(3-bromo-4-fluorophenyl)-4-((3-((3-fluoropyrrolidin-1-yl)sulfonyl)propyl)-amino)-N'-hydroxyl-1,2,5-oxadiazol-3-formamidine